1-(9Z,12Z-octadecadienoyl)-2-(8Z,11Z,14Z-eicosatrienoyl)-glycero-3-phosphoserine C(C=CC=CCCCCCCCCCCCCC)(=O)OCC(OC(C=CC=CC=CCCCCCCCCCCCCC)=O)COP(=O)(O)OC[C@H](N)C(=O)O